ClC1=C(C=C2C(=C(N(C2=C1)C(=O)OC(C)(C)C)B1OC(C(O1)(C)C)(C)C)C)F tert-Butyl 6-chloro-5-fluoro-3-methyl-2-(4,4,5,5-tetramethyl-1,3,2-dioxaborolan-2-yl)-1H-indole-1-carboxylate